(R)-N-((S)-8-Bromo-5,6-dichloro-2,3-dihydro-1H-pyrrolo[1,2-a]indol-1-yl)-2-methylpropane-2-sulfinamide BrC=1C=2C=C3N(C2C(=C(C1)Cl)Cl)CC[C@@H]3N[S@](=O)C(C)(C)C